F[C@@H]1C[C@@]2(CCCN2C1)COC=1N=C(C2=C(N1)C(=C(OC2=O)C2=CC(=CC1=CC=C(C(=C21)C#C)F)OCOC)C)N2[C@@H](CC2)C 2-{[(2R,7aS)-2-fluoro-hexahydropyrrolizin-7a-yl]methoxy}-7-[8-ethynyl-7-fluoro-3-(methoxymethoxy)naphthalen-1-yl]-8-methyl-4-[(2R)-2-methylazetidin-1-yl]pyrano[4,3-d]pyrimidin-5-one